Tert-Butyl 3-[4-(trifluoromethylsulfanyl)phenyl]azetidine-1-carboxylate FC(F)(F)SC1=CC=C(C=C1)C1CN(C1)C(=O)OC(C)(C)C